N,N-dimethyl-chloroethylamine CN(C)CCCl